CC1=C(C=CC=C1)NC(=O)C1=CN=C[Se]1 N-(2-methylphenyl)-1,3-selenazole-5-carboxamide